C(#N)C1(CCC1)NC1=CC(=C(C=C1)N1CCC(CC1)CN1CCN(CC1)C(=O)OC(C)(C)C)F tert-butyl 4-[(1-[4-[(1-cyanocyclobutyl)amino]-2-fluorophenyl]piperidin-4-yl)methyl]piperazine-1-carboxylate